FC1=C(C=C(C=C1)N1C(=NN=C1)C=1C=C(C=2N(C1)C(=CN2)C2=CC=C(C=C2)NC(OC)=O)C)OC methyl N-[4-[6-[4-(4-fluoro-3-methoxy-phenyl)-1,2,4-triazol-3-yl]-8-methyl-imidazo[1,2-a]pyridin-3-yl]phenyl]carbamate